C(C)(C)(C)N1N=NC(=C1)C(=O)NCC1CCN(CC1)C=1C=2N(C=C(N1)C=1C=NN(C1)C)N=CC2 1-(tert-butyl)-N-((1-(6-(1-methyl-1H-pyrazol-4-yl)pyrazolo[1,5-a]pyrazin-4-yl)piperidin-4-yl)methyl)-1H-1,2,3-triazole-4-carboxamide